BrC1=C(C=CC(=C1)OC1C(NC(CC1)=O)=O)C=1CCN(CC1)C(=O)OC(C)(C)C tert-butyl 4-[2-bromo-4-[(2,6-dioxo-3-piperidyl)oxy]phenyl]-3,6-dihydro-2H-pyridine-1-carboxylate